NC1=NC=NC=2N(C3=CC(=C(C=C3C21)C(F)(F)F)OC)CC(=O)N2[C@@H]1C[C@@H]1C[C@H]2C(=O)NC2=NC(=CC=C2)Br (1R,3S,5R)-2-(2-(4-amino-7-methoxy-6-(trifluoromethyl)-9H-pyrimido[4,5-b]indol-9-yl)acetyl)-N-(6-bromopyridin-2-yl)-2-azabicyclo[3.1.0]hexane-3-carboxamide